C(C=C)(=O)OC1OC(OCC1)=O 2-oxo-1,3-dioxan-4-yl acrylate